C(C)(C)(C)C=1C(=C(C=C(C1)CCC(=O)OCCCCCC(C)C)N1N=C2C(=N1)C=CC=C2)O 2-[3'-tert.-butyl-2'-hydroxy-5'-(2-isooctyloxycarbonylethyl)phenyl]benzotriazole